C(C)(C)(C)OC(=O)N[C@@H](C(C)C)C(=O)OC[C@H]1O[C@@]([C@@H]2OC(O[C@@H]21)(C)C)(C#N)C2=CC=C1C(=NC=NN12)NC(C1=CC=CC=C1)=O ((3aR,4R,6R,6aR)-6-(4-benzamidopyrrolo[2,1-f][1,2,4]triazin-7-yl)-6-cyano-2,2-dimethyltetrahydrofuro[3,4-d][1,3]dioxol-4-yl)methyl (tert-butoxycarbonyl)-L-valinate